2,4,6-Trifluorobenzenemethanamine FC1=C(C(=CC(=C1)F)F)CN